N[C@@H](C(C)C)C(=O)N[C@@H](C)C(=O)NCCCN(C(CO)=O)[C@H](C(C)(C)C)C=1N(C=C(C1)C1=C(C=CC(=C1)F)F)CC1=CC=CC=C1 L-valyl-N-{3-[{(1R)-1-[1-benzyl-4-(2,5-difluorophenyl)-1H-pyrrol-2-yl]-2,2-dimethylpropyl}(glycoloyl)amino]propyl}-L-alanine amide